C(C)(C)(C)OC(=O)N(C=1C(=NC(=NC1)C(=O)O)OC)CC#CC=1C=C2C(=CC=CN2C1CC(F)(F)F)N[C@H]1[C@H](CN(CC1)C)F 5-((tert-butoxycarbonyl)(3-(8-(((3S,4R)-3-fluoro-1-methylpiperidin-4-yl)amino)-3-(2,2,2-trifluoroethyl)indolizin-2-yl)prop-2-yn-1-yl)amino)-4-methoxypyrimidine-2-carboxylic acid